O1CC(CC1)N1N=CC(=C1)N 1-(oxolan-3-yl)pyrazol-4-amine